C(CCC)C=1C=C(C=C(C1)CCCC)O 3,5-dibutylphenol